BrC1=CC=C(C=N1)C1=NOC(=N1)C(=O)NCCC1=NC=CC=C1 3-(6-bromopyridin-3-yl)-N-(2-(pyridin-2-yl)ethyl)-1,2,4-oxadiazole-5-carboxamide